(S)-1-(3-(trifluoromethoxy)phenyl)ethanamine hydrochloride Cl.FC(OC=1C=C(C=CC1)[C@H](C)N)(F)F